NC1=NC=CC=C1C1=NC=2C(=NC(=CC2)C2=C(C=CC=C2)F)N1C1=CC=C(C=C1)C1CN(CC1)C[C@@H]1CC[C@H](CC1)C(=O)O trans-4-((3-(4-(2-(2-aminopyridin-3-yl)-5-(2-fluorophenyl)-3H-imidazo[4,5-b]pyridin-3-yl)phenyl)pyrrolidin-1-yl)methyl)cyclohexane-1-carboxylic acid